N-(3,3-difluoropiperidin-4-yl)-2,6-dimethyl-5-((2-(trifluoromethyl)pyridin-3-yl)methoxy)benzofuran FC1(CNCCC1N1C(C(=CC=C1)COC=1C(=CC2=C(C=C(O2)C)C1)C)C(F)(F)F)F